5-([1,1'-biphenyl]-4-yl)-1,3-dihydro-2H-naphtho[1,2-d]imidazole-2-thione C1(=CC=C(C=C1)C1=CC2=C(NC(N2)=S)C2=CC=CC=C12)C1=CC=CC=C1